C12CN(CC(CC1)O2)C(=O)O.C(C)(C)(C)C2=CC=C(C=C2)[N+](=O)[O-] tert-butyl-4-nitrobenzene 8-oxa-3-azabicyclo[3.2.1]octane-3-carboxylate